ClC([C@@H](C(=O)[O-])O)CCCCC (R)-3-chloro-2-hydroxy-n-octanoate